ClC1=NC2=CC=C(C=C2C(=N1)N1CC=2C=C(C=NC2CC1)C(F)(F)F)C 2-chloro-6-methyl-4-(3-(trifluoromethyl)-7,8-dihydro-1,6-naphthyridin-6(5H)-yl)quinazoline